C(C)(C)N1N=CC(=C1)N1C=C(C2=C1C(N(C=1C=CC=CC21)C)=O)C(=O)NC2=CC(=CC=C2)S(N)(=O)=O 3-(1-isopropyl-1H-pyrazol-4-yl)-5-methyl-4-oxo-N-(3-sulfamoylphenyl)-4,5-dihydro-3H-pyrrolo[2,3-c]quinoline-1-carboxamide